N-[(2-Amino-3-pyridyl)sulfonyl]-6-(2-methoxyphenyl)-2-[(4S)-2,2,4-trimethylpyrrolidin-1-yl]pyridin-3-carboxamid NC1=NC=CC=C1S(=O)(=O)NC(=O)C=1C(=NC(=CC1)C1=C(C=CC=C1)OC)N1C(C[C@@H](C1)C)(C)C